4-(2-amino-9-(4-fluorobenzyl)-6-oxo-6,9-dihydro-1H-purin-8-yl)-N-(21-chloro-3,6,9,12,15-pentaoxahenicos-1-yl)benzamide NC=1NC(C=2N=C(N(C2N1)CC1=CC=C(C=C1)F)C1=CC=C(C(=O)NCCOCCOCCOCCOCCOCCCCCCCl)C=C1)=O